CC(C)C1=CC=NN1 5-(propan-2-yl)-1H-pyrazol